C(C)(C)(C)OC(=O)N1CCC2(CC(C2)C(=O)O)CC1 7-[(tert-butoxy)carbonyl]7-azaspiro[3.5]nonane-2-carboxylic acid